2,3-dichloro-4-(2-chloro-4-iodophenoxy)pyridine ClC1=NC=CC(=C1Cl)OC1=C(C=C(C=C1)I)Cl